4-[5-(2-Aminothiazol-5-yl)sulfanyl-2-methoxy-4-methyl-benzoyl]piperazine-1-carboxylic acid tert-butyl ester C(C)(C)(C)OC(=O)N1CCN(CC1)C(C1=C(C=C(C(=C1)SC1=CN=C(S1)N)C)OC)=O